O1C(CCCC1)N1C=2C=CC=3NCCCNC(OCC4=CC=CC(C(=N1)C2C3)=C4)=O 19-(oxan-2-yl)-8-oxa-10,14,19,20-tetraazatetracyclo[13.5.2.12,6.018,21]tricosa-1(20),2(23),3,5,15(22),16,18(21)-heptaen-9-one